ClC1=CC(=C(C=C1)C1=NOC(=C1C1=NC=CC=C1CO)C1=C(C=C(C=C1)F)F)F [3-(4-chloro-2-fluorophenyl)5-(2,4-difluorophenyl)-4-isoxazolyl]-3-pyridinemethanol